2-cyano-2-propyldodecyl trithiocarbonate C(SCC(CCCCCCCCCC)(CCC)C#N)([S-])=S